O=S.[Sc].[Al] aluminum scandium oxysulfide